ClC=1C=CC(=NC1)NC(=O)C=1C=2C[C@@H]3[C@H](C2N(N1)C1=C(C=C(C=C1)F)F)C3 (1aR,5aR)-2-(2,4-Difluoro-phenyl)-1a,2,5,5a-tetrahydro-1H-2,3-diaza-cyclopropa[a]pentalene-4-carboxylic acid (5-chloro-pyridin-2-yl)-amide